[C@@H](C)(CC)C1=CC(=CC=C1)OC (R)-1-(sec-butyl)-3-methoxybenzene